FC1=CC=CC(=N1)NC1=NC=C(C(=O)NOC)C(=C1)NC1=C(C(=CC=C1)N1N=CC=C1)OC 6-((6-fluoropyridin-2-yl)-amino)-N-methoxy-4-((2-methoxy-3-(1H-pyrazol-1-yl)-phenyl)amino)nicotinamide